Indolizine-7-carboxylic acid tert-butyl ester C(C)(C)(C)OC(=O)C=1C=CN2C=CC=C2C1